2-methoxyethyl 4-(((3R,4R)-1-benzyl-4-methylpiperidin-3-yl) amino)-1H-pyrrolo[2,3-b]pyridine-5-carboxylate C(C1=CC=CC=C1)N1C[C@@H]([C@@H](CC1)C)NC1=C2C(=NC=C1C(=O)OCCOC)NC=C2